[(S)-3-(2-methyl-thiazol-4-yl)-isoxazolidin-2-yl]-methanone CC=1SC=C(N1)[C@H]1N(OCC1)C=O